ethyl 3,3-difluoro-2-oxocyclopentan-1-carboxylate FC1(C(C(CC1)C(=O)OCC)=O)F